Cl.FC1=CC=C(C=C1)[C@@H]1N(CCC2=CC=CC=C12)C(=O)N([C@@H]1C[C@H](C1)NC)C (S)-1-(4-fluorophenyl)-N-methyl-N-((trans)-3-(methylamino)cyclobutyl)-3,4-dihydroisoquinoline-2(1H)-carboxamide hydrochloride